(2R)-1-{6-bromo-3-[2-(difluoromethyl)pyridin-4-yl]-2-(4-fluorophenyl)-3H-imidazo[4,5-b]pyridin-5-yl}-2-methylpiperazine BrC=1C=C2C(=NC1N1[C@@H](CNCC1)C)N(C(=N2)C2=CC=C(C=C2)F)C2=CC(=NC=C2)C(F)F